2-bromo-6-chlorophenylacetic acid BrC1=C(C(=CC=C1)Cl)CC(=O)O